(±)-trans-N-[8-(benzhydrylideneamino)-6-(5-isopropyl-1-methyl-pyrazol-4-yl)-3-isoquinolinyl]-2-cyano-cyclopropanecarboxamide C(C1=CC=CC=C1)(C1=CC=CC=C1)=NC=1C=C(C=C2C=C(N=CC12)NC(=O)[C@H]1[C@@H](C1)C#N)C=1C=NN(C1C(C)C)C |r|